tert-butyl 2-((1-(2,6-dichlorophenyl)-1H-pyrazol-5-yl) methylene)-7-azaspiro[3.5]nonane-7-carboxylate ClC1=C(C(=CC=C1)Cl)N1N=CC=C1C=C1CC2(C1)CCN(CC2)C(=O)OC(C)(C)C